(E)-4-((2-(2-Methoxy-4,6-bis(methoxymethoxy)-3-methylbenzoyl)isoindolin-5-yl)oxy)-N,N-dimethylbut-2-enamide COC1=C(C(=O)N2CC3=CC=C(C=C3C2)OC/C=C/C(=O)N(C)C)C(=CC(=C1C)OCOC)OCOC